C(C)(=O)OC[C@H](C=C)NN1C(=C(C(C(=C1)C(NCC1=C(C=C(C=C1F)F)F)=O)=O)OCC1=CC=CC=C1)C(N[C@@H](C)C=C)=O (S)-2-((3-(benzyloxy)-2-(((S)-but-3-en-2-yl)carbamoyl)-4-oxo-5-((2,4,6-trifluorobenzyl)carbamoyl)pyridin-1(4H)-yl)amino)but-3-en-1-yl acetate